FC(C(=O)O)(F)F.[2H]C1(C2N(C=3N1C(N=C(C3)OCC=3C=CC(=C(C#N)C3)F)=O)CCNC2)[2H] 5-(((11,11-Dideutero-9-oxo-2,3,4,9,11,11a-hexahydro-1H-pyrazino[1',2':3,4]imidazo[1,2-c]pyrimidin-7-yl)oxy)methyl)-2-fluorobenzonitrile 2,2,2-trifluoroacetate